3-methyl-2-penten-1-ol CC(=CCO)CC